N-[(2S,3R,4S)-2-[(2,2'-difluoro[1,1'-biphenyl]-3-yl)methyl]-4-fluoro-1-(oxetane-2-carbonyl)pyrrolidin-3-yl]cyclopropanesulfonamide FC1=C(C=CC=C1C[C@@H]1N(C[C@@H]([C@@H]1NS(=O)(=O)C1CC1)F)C(=O)C1OCC1)C1=C(C=CC=C1)F